CC1=C(C(=CC=C1C)[N+](=O)[O-])NC(C)=O N-(2,3-dimethyl-6-nitrophenyl)acetamide